C(C)[C@H]1[C@H](NC([C@@H]1F)=O)COC=1C=CC=C2C=CC=3N(C12)C=CN3 9-(((2S,3S,4R)-3-ethyl-4-fluoro-5-oxopyrrolidin-2-yl)methoxy)imidazo[1,2-a]quinoline